CN(CCN(C1=CC(=C(C=C1[N+](=O)[O-])NC1=NC=CC(=N1)N1C(N(C2=C1C=CC(=C2)F)C)=O)OC)C)C 1-(2-(4-((2-(dimethylamino)ethyl)(methyl)amino)-2-methoxy-5-nitrophenylamino)pyrimidin-4-yl)-5-fluoro-3-methyl-1H-benzo[d]imidazol-2(3H)-one